FC(C1=CC=C(C=C1)N1N=NC(=C1COC1=CC=C(N=N1)N1C(C(NCC1)(C)C)=O)C)F 1-(6-((1-(4-(Difluoromethyl)phenyl)-4-methyl-1H-1,2,3-triazol-5-yl)methoxy)pyridazine-3-yl)-3,3-dimethylpiperazin-2-one